CC(C)(C)OC(=O)N1CC=2N(CC1)C1=C(N2)CN(CC1)C(=O)OCC1=CC=CC=C1 2-[(Benzyloxy)carbonyl]-1,2,3,4,6,7,8,9-octahydropyrido[4',3':4,5]imidazo[3,2-a]pyrazine-8-carboxylic acid-2-methylpropan-2-yl ester